(R)-5-(cyclopropanesulfonamido)-2-methyl-N-(1-(naphthalen-1-yl)ethyl)benzamide C1(CC1)S(=O)(=O)NC=1C=CC(=C(C(=O)N[C@H](C)C2=CC=CC3=CC=CC=C23)C1)C